(2R,5S)-5-(4-Chlorobenzyl)-4-(4-(4,5-dimethylthiazol-2-yl)cyclohexyl)morpholin ClC1=CC=C(C[C@H]2COCCN2C2CCC(CC2)C=2SC(=C(N2)C)C)C=C1